ClC=1C=C2C(=NC1N1N=CC=N1)N(C=C2C(=O)C2C[C@H](N([C@@H](C2)C)C2=NC=C(C=C2I)F)C)CCO [5-chloro-1-(2-hydroxyethyl)-6-(2H-1,2,3-triazol-2-yl)-1H-pyrrolo[2,3-b]pyridin-3-yl][(2R,6R)-1-(5-fluoro-3-iodopyridin-2-yl)-2,6-dimethylpiperidin-4-yl]methanone